C1(CC1)C1=NC2=C(N1C[C@@H]1N(CCC1)C1=NC=C(C=N1)F)C=CC(=C2)C(=O)NCC2=CC=C(C=C2)S(=O)(=O)CC (R)-2-cyclopropyl-N-(4-(ethylsulfonyl)benzyl)-1-((1-(5-fluoropyrimidin-2-yl)pyrrolidin-2-yl)methyl)-1H-benzo[d]imidazole-5-carboxamide